OCCCCCCC(C)(C)C=1C=C(C=2[C@H]3C(C(OC2C1)(C)C)CC=C(C3)C)O (10Ar)-3-(8-hydroxy-2-methyloctan-2-yl)-6,6,9-trimethyl-6a,7,10,10a-tetrahydrobenzo[c]chromen-1-ol